N-[2-(2-hydroxyethyl)-6-morpholino-1-oxo-isoindolin-5-yl]pyrazolo[1,5-a]pyrimidine-3-carboxamide OCCN1C(C2=CC(=C(C=C2C1)NC(=O)C=1C=NN2C1N=CC=C2)N2CCOCC2)=O